3-(2-hydroxyethyl)-7-(4-((4-(methylsulfonyl)piperidin-1-yl)methyl)phenyl)-1-phenyl-3,6-dihydroimidazo[4,5-d]pyrrolo[2,3-b]pyridin-2(1H)-one OCCN1C(N(C2=C3C(=NC=C21)NC(=C3)C3=CC=C(C=C3)CN3CCC(CC3)S(=O)(=O)C)C3=CC=CC=C3)=O